C1(CC1)C=1N(C=C(N1)I)C12CC(C1)(C2)NC(OC(C)(C)C)=O tert-Butyl (3-(2-cyclopropyl-4-iodo-1H-imidazol-1-yl)bicyclo[1.1.1]pentan-1-yl)carbamate